(R,E)-N-(4-((4-([1,2,4]triazolo[1,5-a]pyridin-7-yloxy)-2-ethoxy-5-methylphenyl)amino)-7-methoxy-quinazolin-6-yl)-2-fluoro-3-(1-methylpyrrolidin-2-yl)acrylamide N=1C=NN2C1C=C(C=C2)OC2=CC(=C(C=C2C)NC2=NC=NC1=CC(=C(C=C21)NC(/C(=C\[C@@H]2N(CCC2)C)/F)=O)OC)OCC